ClC1=C(C=CC(=C1)Cl)C(CN1C=NC=C1)O alpha-(2,4-dichlorophenyl)-1H-imidazole-1-ethanol